ClC1=C2C(=C(N=C1)C(=O)OC)N(N=C2)C2OCCCC2 methyl 4-chloro-1-tetrahydropyran-2-yl-pyrazolo[3,4-c]pyridine-7-carboxylate